3-hydroxy-5,7-dimethoxy-2-(3',4',5'-trimethoxyphenyl)-4H-chromene OC1=C(OC2=CC(=CC(=C2C1)OC)OC)C1=CC(=C(C(=C1)OC)OC)OC